3-(((3-chloro-1-(5-(5-chloro-6-isopropoxypyridin-3-yl)-1,2,4-oxadiazol-3-yl)-1H-indol-5-yl)methyl)amino)propionic acid tert-butyl ester C(C)(C)(C)OC(CCNCC=1C=C2C(=CN(C2=CC1)C1=NOC(=N1)C=1C=NC(=C(C1)Cl)OC(C)C)Cl)=O